BrC1=NNC2=NC=NC(=C21)N2CCC(CC2)C(CCCN(C)C)(O)C2=CC=C(C=C2)Cl 1-(1-(3-bromo-1H-pyrazolo[3,4-d]pyrimidin-4-yl)piperidin-4-yl)-1-(4-chlorophenyl)-4-(dimethylamino)butan-1-ol